1-(benzo[d][1,3]dioxolan-5-yl)-3-((5-(2,6-dioxopiperidin-3-yl)-4-oxo-5,6-dihydro-4H-thieno[3,4-c]pyrrol-1-yl)methyl)urea O1COC2=C1C=CC(=C2)NC(=O)NCC=2SC=C1C2CN(C1=O)C1C(NC(CC1)=O)=O